C[C@@H]1[C@H]([C@@H]([C@@H]([C@H](O1)OP(=O)(O)OP(=O)(O)OC[C@@H]2[C@H]([C@H]([C@@H](O2)N3C=NC4=C3N=C(NC4=O)N)O)O)O)O)NC(=O)C The molecule is a GDP-hexose having N-acetyl-alpha-D-perosamine as the hexose fragment. It derives from a perosamine. It is a conjugate acid of a GDP-N-acetyl-alpha-D-perosamine(2-).